1-(1-(4-((R)-2-Methoxypropoxy)-6-((R)-3-methoxytetrahydrofuran-3-yl)pyridin-2-yl)-3-methyl-1H-pyrazolo[4,3-c]pyridin-6-yl)urea CO[C@@H](COC1=CC(=NC(=C1)[C@]1(COCC1)OC)N1N=C(C=2C=NC(=CC21)NC(=O)N)C)C